nitrilotriacetic acid (nitrilotriacetate) N(CC(=O)O)(CC(=O)O)CC(=O)O.N(CC(=O)O)(CC(=O)O)CC(=O)O